1,2-dichloro-propanediol ClC(C(C)Cl)(O)O